2-{4-[5-({4-methoxy-5-[4-(4-methylpyridazin-3-yl)phenyl]pyrimidin-2-yl}amino)pyridin-3-yl]piperazin-1-yl}ethan-1-ol COC1=NC(=NC=C1C1=CC=C(C=C1)C=1N=NC=CC1C)NC=1C=C(C=NC1)N1CCN(CC1)CCO